sulfocarbonite S(=O)(=O)(O)C([O-])[O-]